4,4,5,5-tetramethyl-2-(propyl-d7)-1,3,2-dioxaborolane CC1(OB(OC1(C)C)C(C(C([2H])([2H])[2H])([2H])[2H])([2H])[2H])C